C(C)(C)C=1C=C2C=CNC2=CC1 5-isopropyl-1H-indole